{8-[(4-chlorophenyl)sulfonyl]-3,8-diazabicyclo[3.2.1]oct-3-yl}(1H-1,2,3-triazol-5-yl)methanone tert-Butyl-4-(3-isopropyl-1H-indol-5-yl)-2-oxopiperidine-1-carboxylate C(C)(C)(C)OC(=O)N1C(CC(CC1)C=1C=C2C(=CNC2=CC1)C(C)C)=O.ClC1=CC=C(C=C1)S(=O)(=O)N1C2CN(CC1CC2)C(=O)C2=CN=NN2